sodium glycolate sodium lactate C(C(O)C)(=O)[O-].[Na+].C(CO)(=O)[O-].[Na+]